C(CCSSCCC(=O)OCCCC)(=O)OCCCC dibutyl 3,3'-dithiodipropionate